3-(2-Aminoethyl)indole NCCC1=CNC2=CC=CC=C12